BrC1=C(C=C(C(=O)N2CC=3NC(N(C(C3C[C@H]2C)=O)C2=CC=C(C=C2)C2=C(N=NN2CC2=CC=C(C=C2)OC)C)=S)C=C1)C(F)(F)F (R)-7-(4-bromo-3-(trifluoromethyl)benzoyl)-3-(4-(1-(4-methoxybenzyl)-4-methyl-1H-1,2,3-triazol-5-yl)phenyl)-6-methyl-2-thioxo-2,3,5,6,7,8-hexahydropyrido[3,4-d]pyrimidin-4(1H)-one